5,6-dimethoxybenzo[b]thiophene COC1=CC2=C(SC=C2)C=C1OC